BrC1=CC(=C(CC=2C=C(C(N(N2)CC2=CC=C(C=C2)OC)=O)C2C(CCC2)C)C(=C1)C)C 6-(4-bromo-2,6-dimethylbenzyl)-2-(4-methoxybenzyl)-4-(2-methylcyclopentyl)pyridazine-3(2H)-one